(S)-5-cyclopropyl-3-propyl-3,4-dihydroquinoxalin-2(1H)-one C1(CC1)C1=C2N[C@H](C(NC2=CC=C1)=O)CCC